1-cyclopentyl-1H-indazol C1(CCCC1)N1N=CC2=CC=CC=C12